3-(difluoromethyl)-1-methyl-N-[1,2,3,4-tetrahydro-9-(1-methylethyl)-1,4-methanonaphthalen-5-yl]-1H-pyrazole-4-carboxamide FC(C1=NN(C=C1C(=O)NC1=C2C3CCC(C2=CC=C1)C3C(C)C)C)F